COC1=CC(=CC(=C1O)O)C2=[O+]C3=CC(=CC(=C3C=C2O)O)O The molecule is an anthocyanidin cation that is flavylium bearing five hydroxy substituents at positions 3, 3', 4', 5 and 7 as well as a methoxy substituent at position 5'. It has a role as a plant metabolite.